Methyl 4-[3-[4-(1-benzofuran-2-yl)-2,6-dichlorobenzoyl]-2,4-dihydro-1,3-benzoxazin-8-yl]-5-fluoro-2-(3-oxa-8-azabicyclo[3.2.1]octan-8-yl)benzoate O1C(=CC2=C1C=CC=C2)C2=CC(=C(C(=O)N1COC3=C(C1)C=CC=C3C3=CC(=C(C(=O)OC)C=C3F)N3C1COCC3CC1)C(=C2)Cl)Cl